NC(CCCCCCCCCCCN)CCCC 12-aminohexadecylamine